C(N)(OCCCC)=O Z-butyl carbamate